C(C1=CC=CC=C1)C=1C=C(C=C(C1OC)C1=CC=CC=C1)N(N)C(=O)OC(C)(C)C tert-butyl 1-(5-benzyl-6-methoxy-[1,1'-biphenyl]-3-yl)hydrazinecarboxylate